FC(C1=NC=NC=C1C1(CC1)C(=O)O)(F)F 1-(4-(trifluoromethyl)pyrimidin-5-yl)cyclopropane-1-carboxylic acid